FC1=C(C(=C(C(=C1[B-](C1=C(C(=C(C(=C1F)F)F)F)F)(C1=C(C(=C(C(=C1F)F)F)F)F)C1=C(C(=C(C(=C1F)F)F)F)F)F)F)F)F.C(CCC)[NH+](CCCC)CCCC tri-n-butylammonium tetrakis(pentafluorophenyl)borate